CC1=C(C=CC(=C1)N=NC1=CC=CC=C1)O 2-methyl-4-(phenyldiazenyl)phenol